(S)-(4-(7-fluorobenzo[d]thiazol-2-yl)-6,7-dihydro-1H-imidazo[4,5-c]pyridin-5(4H)-yl)(imidazo[1,5-a]pyridin-1-yl)methanone FC1=CC=CC=2N=C(SC21)[C@H]2N(CCC1=C2N=CN1)C(=O)C=1N=CN2C1C=CC=C2